t-hexyl-(thexyl)silane C(C)(C)(CCC)[SiH2]C(C)(C)C(C)C